C(#N)C=1C(=NC(=CC1C(F)(F)F)C(F)(F)F)N1C(=CC=C1)C(=O)N(CCO)C1=CC=C(C=C1)F 1-(3-cyano-4,6-bis(trifluoromethyl)pyridin-2-yl)-N-(4-fluorophenyl)-N-(2-hydroxyethyl)-1H-pyrrole-2-carboxamide